5-((Dimethyl(oxo)-λ6-sulfaneylidene)amino)-1-((10-hydroxy-7-((R)-4,4,4-trifluoro-2-methylbutanoyl)-7-azaspiro[4.5]decan-10-yl)methyl)-4-phenylpyridin-2(1H)-one CS(=O)(C)=NC=1C(=CC(N(C1)CC1(CCN(CC12CCCC2)C([C@@H](CC(F)(F)F)C)=O)O)=O)C2=CC=CC=C2